C(C)(C)N1N=CC=C1CN(C1=NOC(=N1)C1=C(C(=C(C(=C1)F)F)O)F)CC=1C=CC(=NC1)C(=O)O 5-((((1-Isopropyl-1H-pyrazol-5-yl)methyl)(5-(2,4,5-trifluoro-3-hydroxyphenyl)-1,2,4-oxadiazol-3-yl)amino)methyl)picolinic acid